CP(C1=C(SC=C1P(C)C)C(C)C)C 3,4-bis(di-methylphosphino)-2-isopropylthiophene